acetic acid (5-chloro-5-oxo-pentyl) ester ClC(CCCCOC(C)=O)=O